dihydrothienopyridone S1(CCC2=C1C=CC=N2)=O